N-pivaloyloxy-cyclopropanecarboxamide C(C(C)(C)C)(=O)ONC(=O)C1CC1